C=C1C(OCC1)=O 3-Methyleneoxacyclopentan-2-one